3-(5-((2-(2-oxa-6-azaspiro[3.3]heptan-6-yl)cycloheptyl)oxy)-1-oxoisoindolin-2-yl)piperidine-2,6-dione C1OCC12CN(C2)C2C(CCCCC2)OC=2C=C1CN(C(C1=CC2)=O)C2C(NC(CC2)=O)=O